C1(CCCCC1)N(C=1C(=CC(=CC1)F)N)C N1-cyclohexyl-4-fluoro-N1-methylbenzene-1,2-diamine